2-((12-(bicyclo[2.2.1]heptan-2-yldimethylsilyl)dodec-11-yn-1-yl)oxy)ethyl hydrogen ((((R)-1-(6-amino-9H-purin-9-yl)propan-2-yl)oxy)methyl)phosphonate NC1=C2N=CN(C2=NC=N1)C[C@@H](C)OCP(OCCOCCCCCCCCCCC#C[Si](C)(C)C1C2CCC(C1)C2)(O)=O